OC1=CC=C(C=C1C(C)(C)C)C(C(C(=O)OCC(CO)(CO)CO)(C1=CC=C(C(=C1)C(C)(C)C)O)C1=CC=C(C(=C1)C(C)(C)C)O)C1=CC=C(C(=C1)C(C)(C)C)O pentaerythritol tetra(4-hydroxy-5-tert-butylphenyl)propionate